(E)-3-(2-(1,3-dioxolan-2-yl)ethyl)-2-(2-(1-pyrenyl)vinyl)benzothiazol-3-ium (3S)-ethyl-4-cyano-3-hydroxybutyrate C(C)OC(C[C@H](CC#N)O)=O.O1C(OCC1)CC[N+]1=C(SC2=C1C=CC=C2)\C=C\C2=CC=C1C=CC3=CC=CC4=CC=C2C1=C34